5-[7-[[5-[4-(dimethylamino)-1-piperidyl]-2-pyridyl]amino]-3-methyl-imidazo[4,5-b]pyridin-5-yl]oxy-4-methyl-pyridine-2-carbonitrile CN(C1CCN(CC1)C=1C=CC(=NC1)NC1=C2C(=NC(=C1)OC=1C(=CC(=NC1)C#N)C)N(C=N2)C)C